COC1=CC=C(C=C1)C1=NOC(=N1)N1CCC(CC1)C(=O)NCC1CN(CC1)C[C@H]1NCCC1 1-(3-(4-methoxyphenyl)-1,2,4-oxadiazol-5-yl)-N-((1-(((S)-pyrrolidin-2-yl)methyl)pyrrolidin-3-yl)methyl)piperidine-4-carboxamide